FC1(CCN(CC1)C1=NC(=CC(=N1)NC(C1=C(C(=C(C=C1F)NS(=O)(=O)CCO)F)N1CC[Si](CC1)(C)C)=O)C)F N-(2-(4,4-difluoropiperidin-1-yl)-6-methylpyrimidin-4-yl)-2-(4,4-dimethyl-1,4-azasilinan-1-yl)-3,6-difluoro-4-((2-hydroxyethyl)sulfonamido)benzamide